O1C2(CN(CC=3C1=CC=1C=CC=NC1C3)CC=3C=C(C=CC3C)C(C(C(=O)[O-])(C)C)C3=C(C1=C(N(N=N1)C)C=C3)C)CC2 3-(3-((3'H-spiro[cyclopropane-1,2'-[1,4]oxazepino[7,6-g]quinoline]-4'(5'H)-yl) methyl)-4-methylphenyl)-3-(1,4-dimethyl-1H-benzo[d][1,2,3]triazol-5-yl)-2,2-dimethylpropionate